C1(=CC=C(C=C1)C(CNC1=CC=CC=C1)C)C(CNC1=CC=CC=C1)C 4'-[1,4-phenylenebis(1-methylethylene)]bisaniline